C(C1=CC=CC=C1)OC=1C(=C(OCC(=O)NC2=NNC(=C2)[C@@H]2C[C@@H](CC2)OC(=O)N(N(C)C)C)C=C(C1)OC)C=O 2-[3-(benzyloxy)-2-formyl-5-methoxyphenoxy]-N-{5-[(1S,3R)-3-[(N,N',N'-trimethylhydrazinecarbonyl)oxy]cyclopentyl]-1H-pyrazol-3-yl}acetamide